FC(CCCCCC(C)C1=NOC(=N1)CC(C(=O)O)=C)(F)F 2-((3-(8,8,8-trifluorooct-2-yl)-1,2,4-oxadiazol-5-yl)methyl)acrylic acid